(5-chloro-3-isopropylpyrazolo[1,5-a]pyrimidin-7-yl)(4-(pyridin-4-yl)benzyl)carbamic acid tert-butyl ester C(C)(C)(C)OC(N(CC1=CC=C(C=C1)C1=CC=NC=C1)C1=CC(=NC=2N1N=CC2C(C)C)Cl)=O